N,N'-{1,4,7-triazecane-1,4-diylbis[methylene(2-hydroxy-5-methyl-3,1-phenylene)]}bis(2,3-dihydroxypropanamide) N1(CCN(CCNCCC1)CC=1C(=C(C=C(C1)C)NC(C(CO)O)=O)O)CC=1C(=C(C=C(C1)C)NC(C(CO)O)=O)O